N-(1-cyanocyclopropyl)-6-(5-(3,5-dichloro-4-fluorophenyl)-5-(trifluoromethyl)-4,5-dihydroisoxazol-3-yl)-6,7-dihydro-5H-pyrrolo[3,4-d]pyrimidine-2-carboxamide C(#N)C1(CC1)NC(=O)C=1N=CC2=C(N1)CN(C2)C2=NOC(C2)(C(F)(F)F)C2=CC(=C(C(=C2)Cl)F)Cl